FC(C1=C(C=CC(=C1)C(F)(F)F)O)(F)F 2,4-bis(trifluoromethyl)phenol